C1(=CC=CC=C1)N(C1=CC=C(C=C1)C1=CC=C(C=C1)N(C1=CC=CC2=CC=CC=C12)C1=CC=CC=C1)C1=CC=CC2=CC=CC=C12 N,N'-diphenyl-N,N'-di(1-naphthyl)-(1,1'-biphenyl)-4,4'-diamine